ClC(C(=O)Cl)CCl 2,3-DICHLOROPROPANOYL CHLORIDE